2-[3-[(trans)-2-[5-(diethylaminomethyl)-2-pyridinyl]vinyl]-1-tetrahydropyran-2-yl-indazol-6-yl]sulfanyl-3-fluoro-N-methyl-benzamide silver(I) triflate [O-]S(=O)(=O)C(F)(F)F.[Ag+].C(C)N(CC)CC=1C=CC(=NC1)/C=C/C1=NN(C2=CC(=CC=C12)SC1=C(C(=O)NC)C=CC=C1F)C1OCCCC1